4-(2-aminopyrazolo[1,5-a]pyridin-5-yl)-6-methylpyridin-3-ol NC1=NN2C(C=C(C=C2)C2=C(C=NC(=C2)C)O)=C1